N-(1-(3,5-difluorophenyl)ethyl)propanamide FC=1C=C(C=C(C1)F)C(C)NC(CC)=O